OC1=C(C(/C=C/C2=CC(=CC(=C2)O)O)=O)C(=CC(=C1CCC(=C)C)O)O 2',3,4',5,6'-pentahydroxy-3'-isopentenyl-chalcone